C1(CC1)C([C@@H](C(=O)NC1=NC=CC(=C1)C(NC(CCC(F)(F)F)=O)C1CC1)NC(=O)[C@@H]1[C@H]2C([C@H]2CN1C)(C)C)C1CC1 (1R,2S,5S)-N-((2S)-1,1-Dicyclopropyl-3-((4-(cyclopropyl(4,4,4-trifluorobutanamido)-methyl)pyridin-2-yl)amino)-3-oxopropan-2-yl)-3,6,6-trimethyl-3-azabicyclo[3.1.0]-hexane-2-carboxamide